C1(=C(C(=C(C=2C3=CC=CC=C3NC12)[2H])[2H])[2H])[2H] 9H-carbazole-1,2,3,4-d4